4,4'-bis(benzyloxy)-2-bromo-5-cyclopropyl-2'-fluoro-5'-methyl-1,1'-biphenyl C(C1=CC=CC=C1)OC1=CC(=C(C=C1C1CC1)C1=C(C=C(C(=C1)C)OCC1=CC=CC=C1)F)Br